BrC=1C=C(N(N1)C1=NC=CC=C1Cl)C(=O)Cl 5-Bromo-2-(3-chloro-2-pyridyl)-2H-pyrazole-3-carbonyl chloride